4-(methylphenylthio)phenylphenylmethane CC1=C(C=CC=C1)SC1=CC=C(C=C1)CC1=CC=CC=C1